(3-cyano-4-(difluoromethoxy)phenyl)-N-methoxy-N,4-dimethylthiazole-5-carboxamide C(#N)C=1C=C(C=CC1OC(F)F)C=1SC(=C(N1)C)C(=O)N(C)OC